1-{[(4-chloro-2,6-dimethylphenyl)acetyl]amino}-4-oxocyclohexanecarboxylic acid ClC1=CC(=C(C(=C1)C)CC(=O)NC1(CCC(CC1)=O)C(=O)O)C